CC1CC(CN1C(=O)[O-])NS(=O)(=O)C 5-methyl-3-(methylsulfonamido)pyrrolidine-1-carboxylate